CNC(=O)[C@@H]1CN(C[C@H](C1)C)C1=C2N=CC=NC2=C(C=C1)C#N trans-1-(8-cyano-quinoxalin-5-yl)-5-methyl-piperidine-3-carboxylic acid methylamide